6-amino-2-(2-mercaptoethyl)-1H-benzoisoquinoline-1,3(2H)-dione NC=1C=C2CC(N(C(C2=C2C1C=CC=C2)=O)CCS)=O